(R)-1-(5-(trifluoromethyl)pyrimidin-2-yl)ethan-1-amine FC(C=1C=NC(=NC1)[C@@H](C)N)(F)F